(E)-3-(3-methyl-1H-indazol-6-yl)acrylic acid CC1=NNC2=CC(=CC=C12)/C=C/C(=O)O